OC1=CC=C(C=C1)C(C(=O)O)=O 4-hydroxyphenylglyoxalic acid